1-(1,5-dimethyl-1H-pyrazol-3-yl)-3-(8-methylchroman-4-yl)urea CN1N=C(C=C1C)NC(=O)NC1CCOC2=C(C=CC=C12)C